ClC=1C=2N(C=CN1)C(=NC2)C2=C(C(=NC=C2)C)C2CC2 8-chloro-3-(3-cyclopropyl-2-methylpyridin-4-yl)imidazo[1,5-a]pyrazine